BrC1=CC=CC=2C(C(OC21)(C)C2=C(C=C(C#N)C=C2)F)=C=O 4-(7-bromo-2-methyl-3-carbonyl-2,3-dihydrobenzofuran-2-yl)-3-fluorobenzonitrile